CS(=O)(=O)[O-].C(CCCCCCCC)[NH+]1C=C(C=C1)CC 1-Nonyl-3-ethylpyrrolium methansulfonat